COC1=C(C=CC(=N1)N1C(N(C2(C1)CCN(CC2)C(COC)=O)CC2=CC(=CC=C2)OC)=O)C=2C=NNC2 3-(6-methoxy-5-(1H-pyrazol-4-yl)pyridin-2-yl)-8-(2-methoxyacetyl)-1-(3-methoxybenzyl)-1,3,8-triazaspiro[4.5]decan-2-one